(N,N-diisopropyl)phosphoramidite C(C)(C)N(P([O-])[O-])C(C)C